C1(=CC=CC2=CC=CC=C12)C1=C2C(=C3C(NC=NC3=C1)=O)OCC=C2 5-(naphthalen-1-yl)-2,9-dihydro-10H-pyrano[2,3-f]quinazolin-10-one